C(C)(=O)[C@@]1([C@]([C@@H](O[C@@H]1COC(C)=O)N1C(=O)NC(=O)C(=C1)C)(O)Br)O 3',5'-O-diacetyl-2'-bromo-5-methyluridine